1-{4-[5-(2-phenylacetamido)-1,3,4-thiadiazol-2-yl]butyl}-N-(2-phenylethyl)-1H-1,2,3-triazole-4-carboxamide C1(=CC=CC=C1)CC(=O)NC1=NN=C(S1)CCCCN1N=NC(=C1)C(=O)NCCC1=CC=CC=C1